ClCC(CSCCSC(CSCC(CCl)O)CSCCSCC(CCl)O)O 2,3-di(2-(3-chloro-2-hydroxy-propylthio)ethylthio)-1-(3-chloro-2-hydroxy-propyl)thiopropane